CNC1=NC=CC(=C1)C1=NOC(=N1)[C@H](C)NC(OC(C)(C)C)=O tert-butyl (S)-(1-(3-(2-(methylamino)pyridin-4-yl)-1,2,4-oxadiazol-5-yl)ethyl)carbamate